C(=O)O.C1(=CC(=CC(=C1)C)C)C mesitylene formate